ClC=1C(=C(C=CC1)CC(=O)N)C(C1=C(C=CC(=C1)OC)F)=O [3-chloro-2-(2-fluoro-5-methoxy-benzoyl)phenyl]acetamide